O[C@@H](CN1C(N(C2=NC=C(C=C21)C2=C(C(=CC=C2)C(F)(F)F)C)C)=O)CCO |r| (R/S)-1-(2,4-Dihydroxybutyl)-3-methyl-6-[2-methyl-3-(trifluoromethyl)phenyl]imidazo[4,5-b]pyridin-2-on